CSC=1C(=C(C)C=CC1)I 3-(methylsulfanyl)-2-iodotoluene